2-(3-acetyl-5-amino-1H-indol-1-yl)-N-(2-((3-chloro-2-fluorophenylmethyl)amino)-2-oxoethyl)-N-cyclopropylacetamide C(C)(=O)C1=CN(C2=CC=C(C=C12)N)CC(=O)N(C1CC1)CC(=O)NCC1=C(C(=CC=C1)Cl)F